C1(=C(C=CC=C1)P(C(C)(C)C)C(C)(C)C)C1=CC=CC=C1 ([1,1'-biphenyl]-2-yl)di-tert-butyl-phosphane